BrC1=NC(=NC=C1)OCC1=CC(=C(C#N)C=C1F)F 4-(((4-bromopyrimidin-2-yl)oxy)methyl)-2,5-difluorobenzonitrile